C(C=C)(=O)NC1=CC(=C(C=C1)C1=C(C=2C(=NC=C(C2N1)C#N)N)C1=CC(=C(C(=O)NC2CC(C2)(F)F)C=C1)OC)F 4-(2-(4-acrylamido-2-fluorophenyl)-4-amino-7-cyano-1H-pyrrolo[3,2-c]pyridin-3-yl)-N-(3,3-difluorocyclobutyl)-2-methoxybenzamide